(2R,4S)-1-benzyl-N-[(1r,4r)-4-hydroxy-4-(trifluoromethyl)cyclohexyl]-2-(trifluoromethyl)piperidine-4-carboxamide C(C1=CC=CC=C1)N1[C@H](C[C@H](CC1)C(=O)NC1CCC(CC1)(C(F)(F)F)O)C(F)(F)F